1-[3-(diethoxyethylsilyl)-propyl]-4-methylpiperazine C(C)OC(C[SiH2]CCCN1CCN(CC1)C)OCC